C(C1=CC=CC=C1)C=1SC2=C(N1)CC[C@@]1([C@H]3CC[C@]4([C@H]([C@@H]3CCC12)CCC4=O)C)C (5aR,5bS,7aS,10aS,10bR)-2-benzyl-5a,7a-dimethyl-4,5,5a,5b,6,7,7a,9,10,10a,10b,11,12,12a-tetradecahydro-8H-cyclopenta[7,8]phenanthro[2,1-d]thiazol-8-one